4-bromo-3,5-dimethylpyrazole BrC=1C(=NNC1C)C